COC(=O)C1(CC1)O 1-hydroxy-1-cyclopropanecarboxylic acid methyl ester